4-(cis-bicyclo[3.1.0]hexan-3-yloxy)-2,5-difluoroaniline C12CC(CC2C1)OC1=CC(=C(N)C=C1F)F